N-[(dimethylamino)-1H-1,2,3-triazolo[4,5-b]pyridine-1-yl-methylene]-N-methylmethanaminium hexafluorophosphate F[P-](F)(F)(F)(F)F.CN(C)C(=[N+](C)C)N1N=NC2=NC=CC=C21